COC(C(CC=1C(NC=CC1)=O)NC([C@H](CC(C)C)N)=O)=O.C1(=CC(=CC=C1)N1C(C=CC1=O)=O)N1C(C=CC1=O)=O N,N'-(1,3-phenylene)bismaleimide methyl-2-((S)-2-amino-4-methylpentanamido)-3-(2-oxo-1,2-dihydropyridin-3-yl)propanoate